1-benzyloxy-2-bromo-4-tert-butyl-5-nitrobenzene C(C1=CC=CC=C1)OC1=C(C=C(C(=C1)[N+](=O)[O-])C(C)(C)C)Br